methyl 2,3-dihydroxyquinoxaline-6-carboxylate OC1=NC2=CC=C(C=C2N=C1O)C(=O)OC